bis(2-isopropyl-4-hydroxyphenyl) sulfone C(C)(C)C1=C(C=CC(=C1)O)S(=O)(=O)C1=C(C=C(C=C1)O)C(C)C